The molecule is a hydroxy- and oxo- fatty acid comprising hexanoic acid substituted at C-2 and C-4 with oxo and hydroxy groups respectively. It is a 2-oxo monocarboxylic acid, a 4-hydroxy monocarboxylic acid, an oxo fatty acid and a hydroxy fatty acid. It derives from a hexanoic acid. It is a conjugate acid of a 4-hydroxy-2-oxohexanoate. CCC(CC(=O)C(=O)O)O